ClC1=C(C=CC=C1)N1C(SC=C1CN(CCOC)C)=N N-((3-(2-chlorophenyl)-2-imino-2,3-dihydrothiazol-4-yl)methyl)-2-methoxy-N-methylethan-1-amine